2-(2-(Methoxymethoxy)-3-nitrophenyl)acetic acid ethyl ester C(C)OC(CC1=C(C(=CC=C1)[N+](=O)[O-])OCOC)=O